3-((3-((2-(4-((1-(4-((1R,2S)-6-hydroxy-2-phenyl-1,2,3,4-tetrahydronaphthalen-1-yl)phenyl)piperidin-4-yl)methyl)piperazin-1-yl)ethyl)amino)phenyl)amino)piperidine-2,6-dione OC=1C=C2CC[C@@H]([C@@H](C2=CC1)C1=CC=C(C=C1)N1CCC(CC1)CN1CCN(CC1)CCNC=1C=C(C=CC1)NC1C(NC(CC1)=O)=O)C1=CC=CC=C1